FC1=C(C=CC(=C1F)OC1=NC=CC=C1C1=NC(=NC=C1)N[C@@H]1CNCCC1)NS(=O)(=O)C1=C(C=CC=C1)OC (S)-N-(2,3-difluoro-4-((3-(2-(piperidin-3-ylamino)pyrimidin-4-yl)pyridin-2-yl)oxy)phenyl)-2-methoxybenzenesulfonamide